FC1(CC(CC1)CCC1=NC2=C(N1C(=O)N)C=CC=C2N2CCN(CC2)CC)F (2-(3,3-Difluorocyclopentyl)ethyl)-4-(4-ethylpiperazin-1-yl)-1H-benzo[d]imidazole-1-carboxamide